(E)-2-methylcyclobutane-1-one O-(4-(trifluoromethyl)benzoyl) oxime FC(C1=CC=C(C(=O)O\N=C/2\C(CC2)C)C=C1)(F)F